N1=CC=C(C=C1)C=1C=2C(N=C(N1)N1CCOCC1)=C(CN2)C2=NC=NC=C2 4-(4-(pyridin-4-yl)-7-(pyrimidin-4-yl)-6H-pyrrolo[3,2-d]pyrimidin-2-yl)morpholine